BrC=1C=CC=2C=3N(C(=NC2C1)C=1C=C2CN(C(C2=CC1)=O)C)C=CN3 5-(8-bromoimidazo[1,2-c]quinazolin-5-yl)-2-methylisoindolin-1-one